N-(6-chloropyridin-3-yl)-6-((3-fluorooxetan-3-yl)methoxy)isoquinolin-1-amine ClC1=CC=C(C=N1)NC1=NC=CC2=CC(=CC=C12)OCC1(COC1)F